N-((6-oxo-1,6-dihydropyridin-2-yl)methyl)-8-(4-(trifluoromethyl)cyclohex-1-en-1-yl)quinoline-3-carboxamide O=C1C=CC=C(N1)CNC(=O)C=1C=NC2=C(C=CC=C2C1)C1=CCC(CC1)C(F)(F)F